FC1=C(C=CC=C1)C(=O)N1C2CN(C(C1)CC2)CC2=C(N=C1N2C=CC=C1)C=1C=NC(=CC1)C(C)C (2-Fluorophenyl)(5-{[2-(6-isopropylpyridin-3-yl)-imidazo[1,2-a]pyridin-3-yl]methyl}-2,5-diazabicyclo[2.2.2]oct-2-yl)methanone